2,4-diaminonitrobenzene C1=CC(=C(C=C1N)N)[N+](=O)[O-]